Cl.C[C@H]1C[C@H](CN1)O (3R,5S)-5-methylpyrrolidine-3-ol hydrochloride